BrC1COS1(=O)=O 2-bromoethanosulfonic acid